ClCCCN1CCN(CC1)CC 1-chloro-3-(N-ethylpiperazino)propane